4-(2-(ethylamino)-2-oxoethyl)piperidine-1-carboxylic acid tert-butyl ester C(C)(C)(C)OC(=O)N1CCC(CC1)CC(=O)NCC